4-(2-Aminopropan-2-yl)-N6-(2-(2-fluoroprop-2-yl)pyrimidin-4-yl)-N1-methyl-2,7-naphthyridine-1,6-diamine NC(C)(C)C1=CN=C(C2=CN=C(C=C12)NC1=NC(=NC=C1)C(C)(C)F)NC